CC(P(C)(C1=CC=C(C=C1)C1BOOC1)=O)C dimethyl-(4-(4,5-dioxaborolan-2-yl)phenyl)dimethylphosphine oxide